BrC1=CC(=C(C(=O)O)C(=C1)F)F 4-bromo-2,6-difluoro-benzoic acid